2-(2-(Butylamino)-1-hydroxyethyl)-5-fluorophenol C(CCC)NCC(O)C1=C(C=C(C=C1)F)O